5-[4-[1-(2-chloroethyl)azetidin-3-yl]-1-piperidyl]-2-(2,6-dioxo-3-piperidyl)isoindoline-1,3-dione ClCCN1CC(C1)C1CCN(CC1)C=1C=C2C(N(C(C2=CC1)=O)C1C(NC(CC1)=O)=O)=O